3-(3-(4-(Chloromethyl)phenyl)-5-(trifluoromethyl)-3H-imidazo[4,5-b]pyridin-2-yl)pyridin-2-amine ClCC1=CC=C(C=C1)N1C(=NC=2C1=NC(=CC2)C(F)(F)F)C=2C(=NC=CC2)N